3-(2-pyridyldithio)propionylhydrazine N1=C(C=CC=C1)SSCCC(=O)NN